F[C@@H]1CN(CC[C@@H]1NC1=C2C=C(N(C2=CC=C1)CC(F)(F)F)C#CCNC1=C(C=C(C=C1)S(=O)(=O)C)OC)CCO 2-[(3R,4S)-3-fluoro-4-[(2-{3-[(4-methanesulfonyl-2-methoxyphenyl)amino]prop-1-yn-1-yl}-1-(2,2,2-trifluoroethyl)-1H-indol-4-yl)amino]piperidin-1-yl]ethan-1-ol